(S,E)-4-((2S,3S)-N,3-dimethyl-2-((R)-1-methylpiperidine-2-carboxamido)pentanamido)-2,5-dimethylhex-2-enoic acid CN(C([C@H]([C@H](CC)C)NC(=O)[C@@H]1N(CCCC1)C)=O)[C@H](/C=C(/C(=O)O)\C)C(C)C